2-(2-(4-isopropoxyphenyl)-1H-benzimidazol-5-yl)-5-(piperidin-1-yl)isoindolin-1-one C(C)(C)OC1=CC=C(C=C1)C1=NC2=C(N1)C=CC(=C2)N2C(C1=CC=C(C=C1C2)N2CCCCC2)=O